Palladium(II) nitrat [N+](=O)([O-])[O-].[Pd+2].[N+](=O)([O-])[O-]